(1R,5S)-1-((4-(trifluoro-methyl)phenyl)sulfonyl)-3-oxabicyclo[3.1.0]hexan-2-one FC(C1=CC=C(C=C1)S(=O)(=O)[C@]12C(OC[C@@H]2C1)=O)(F)F